CN(C(C)=O)C12CC(C1)(C2)N2C(N1[C@@H](CNCC1)C2)=O (S)-N-Methyl-N-(3-(3-Oxohexahydroimidazo[1,5-a]Pyrazin-2(3H)-Yl)Bicyclo[1.1.1]Pentan-1-Yl)Acetamide